bromine (methyl)magnesium C[Mg].[Br]